3-(3-methoxyphenyl)-5-phenylisoxazole COC=1C=C(C=CC1)C1=NOC(=C1)C1=CC=CC=C1